C(C)NC(=O)N1C(C(CCC1)C1=NN(C=N1)C1OCCCC1)CO[C@@H]1CC[C@@H](CC1)C(C)C N-ethyl-2-((((CIS)-4-isopropylcyclohexyl)oxy)methyl)-3-(1-(tetrahydro-2H-pyran-2-yl)-1H-1,2,4-triazol-3-yl)piperidine-1-carboxamide